N[C@@H]1[C@H](C=CC[C@H]1C1=C(C2=NC(=CC(=C2S1)NCC=1SC=CC1)Cl)Br)OC 2-((1r,5s,6s)-6-amino-5-methoxycyclohex-3-en-1-yl)-3-bromo-5-chloro-N-(thiophen-2-ylmethyl)thieno[3,2-b]pyridin-7-amine